4-(4-Methoxyphenyl)-4-oxobutyl acetate C(C)(=O)OCCCC(=O)C1=CC=C(C=C1)OC